ClC1=C2C(=NC=C1I)N[C@@H](C2)C (R)-4-chloro-5-iodo-2-methyl-2,3-dihydro-1H-pyrrolo[2,3-b]pyridine